ClC=1C=C2C=CN(C2=C(C1)C1=C2C(=NC(=C1C#N)N1CC3(CN(C3)C(C=C)=O)CC1)CC(OC2)(C)C)C (M)-4-(5-chloro-1-methyl-1H-indol-7-yl)-7,7-dimethyl-2-(2-(2-propenoyl)-2,6-diazaspiro[3.4]octan-6-yl)-7,8-dihydro-5H-pyrano[4,3-b]pyridine-3-carbonitrile